(2,4-dichlorophenyl)methylthiomethaneamidine ClC1=C(C=CC(=C1)Cl)CSC(=N)N